COC=1C=C(C=CC1)N1NC(C=2C=NC(=CC21)NC2=NC=NC=C2)=O 1-(3-methoxyphenyl)-6-(pyrimidin-4-ylamino)-1,2-dihydro-3H-pyrazolo[4,3-c]pyridin-3-one